6-(3-fluoro-4-(4-(tetrahydrofuran-3-yl)piperazin-1-yl)phenyl)-1,4-dimethyl-2-(4-(methylsulfonyl)phenyl)-1H-pyrrolo[3,2-c]pyridine FC=1C=C(C=CC1N1CCN(CC1)C1COCC1)C1=CC2=C(C(=N1)C)C=C(N2C)C2=CC=C(C=C2)S(=O)(=O)C